3-[4-[2-(tert-butoxycarbonylamino)acetyl]piperazine-1-carbonyl]adamantane-1-carboxylic acid C(C)(C)(C)OC(=O)NCC(=O)N1CCN(CC1)C(=O)C12CC3(CC(CC(C1)C3)C2)C(=O)O